IC1=COC2=C(C(=CC=C2C1=O)OCOC)OC 3-iodo-8-methoxy-7-(methoxymethoxy)-4H-chromen-4-one